ClC1=C(C2=C(NC(O[C@@]23CN(CCC3)C(=O)C=3N(C=C(N3)C(C3=CC=CC=C3)O)COCC[Si](C)(C)C)=O)C=C1)F (3'R)-6-Chloro-5-fluoro-1'-(4-(hydroxy(phenyl)methyl)-1-((2-(trimethylsilyl)ethoxy)methyl)-1H-imidazole-2-carbonyl)spiro[benzo[d][1,3]oxazine-4,3'-piperidin]-2(1H)-one